tristearyl-monomethyl-ammonium C(CCCCCCCCCCCCCCCCC)[N+](C)(CCCCCCCCCCCCCCCCCC)CCCCCCCCCCCCCCCCCC